OC=1C=C2C(=CNC2=CC1)CCNC(=O)C1C(NCCC1)=O N-[2-(5-hydroxy-1H-indol-3-yl)ethyl]-2-oxo-3-piperidinecarboxamide